FC1=CC2=C(N=C(O2)N2CC3=CC=C(C(=C3C[C@H]2C(=O)O)OCC2=NC=C(C=C2)OC)OC)C=C1 (S)-2-(6-fluorobenzo[d]oxazol-2-yl)-6-methoxy-5-((5-methoxypyridin-2-yl)methoxy)-1,2,3,4-tetrahydroisoquinoline-3-carboxylic acid